C(#N)N1C=CCC1 cyano-2-azolin